tert-butyl [4-chloro-2-(5-{1-[(6,7-dimethoxy-2-methylquinazolin-4-yl)amino]ethyl}thiophen-2-yl)benzyl]carbamate ClC1=CC(=C(CNC(OC(C)(C)C)=O)C=C1)C=1SC(=CC1)C(C)NC1=NC(=NC2=CC(=C(C=C12)OC)OC)C